BrC1=CSC2=C1N(S(C1=C(C2=O)C=CC=C1)(=O)=O)C 3-Bromo-4-methylbenzo[f]thieno[3,2-c][1,2]thiazepin-10(4H)-one 5,5-dioxide